ClC1=C(C(=O)N(C)C)C=CC(=C1)OC(CCCC1CCN(CC1)C([C@@](C(F)(F)F)(C1=CC=CC=C1)O)=O)(F)F |o1:24| (R or S)-2-chloro-4-(1,1-difluoro-4-(1-(3,3,3-trifluoro-2-hydroxy-2-phenylpropanoyl)piperidin-4-yl)butoxy)-N,N-dimethylbenzamide